C[C@H]1N(CCN(C1)C=1C=C2C(=NC=NC2=CC1)NC1=CC(=C(C=C1)CC1=CC2=C(N(C=N2)C)C=C1)C)C(=O)OC(C)(C)C tert-butyl (2R)-2-methyl-4-[4-({3-methyl-4-[(1-methyl-1,3-benzodiazol-5-yl)methyl]phenyl}amino)quinazolin-6-yl]piperazine-1-carboxylate